5α-hydroxy-6-[2-(1H-imidazol-4-yl)-ethylamino]-cholestan O[C@]12C(C[C@H]3[C@@H]4CC[C@H]([C@@H](CCCC(C)C)C)[C@]4(CC[C@@H]3[C@]2(CCCC1)C)C)NCCC=1N=CNC1